(S)-5-(6-(cyclopentylamino)-4-(difluoromethyl)pyridin-3-yl)-4-(2-methylpyrrolidine-1-carbonyl)Thiazole-2-carboxylic acid ethyl ester C(C)OC(=O)C=1SC(=C(N1)C(=O)N1[C@H](CCC1)C)C=1C=NC(=CC1C(F)F)NC1CCCC1